3-(((1-(5-(3-chloro-4-isopropoxyphenyl)-1,2,4-oxadiazol-3-yl)-1H-indol-5-yl)methyl)(methyl)amino)propionic acid tert-butyl ester C(C)(C)(C)OC(CCN(C)CC=1C=C2C=CN(C2=CC1)C1=NOC(=N1)C1=CC(=C(C=C1)OC(C)C)Cl)=O